BrC=1C2=C(SC1C(F)(F)P(OCC)(OCC)=O)C(=CC(=C2)C=O)OCCCS(=O)(=O)C diethyl ((3-bromo-5-formyl-7-(3-(methylsulfonyl)propoxy)benzo[b]thiophen-2-yl)difluoromethyl)phosphonate